3,4-dimethyl-2-hexanol CC(C(C)O)C(CC)C